C(=O)C1CCC(CC1)C=1SC2=C(N1)C=C(C(=C2)NC(=O)C2=NC(=CN=C2)C)C(C)(C)O N-[2-(4-formylcyclohexyl)-5-(1-hydroxy-1-methyl-ethyl)-1,3-benzothiazol-6-yl]-6-methyl-pyrazine-2-carboxamide